O=S1(C=CC2=C1C=C(C=C2)NC(=O)C2=CC(=CC=1NC(=NC12)COC)NC(=O)C1=C(C=CC=C1)C(F)(F)F)=O N-(1,1-dioxido-1-benzothiophen-6-yl)-2-(methoxymethyl)-6-({[2-(trifluoromethyl)phenyl]carbonyl}amino)-1H-benzimidazole-4-carboxamide